BrC1=CC(=C(C=C1)NC(C(C)(C)C)=O)OC N-(4-bromo-2-methoxyphenyl)pivalamide